NC[C@H](CC(=O)O)C[C@@H](CC)C (3s,5r)-3-aminomethyl-5-methyl-heptanoic acid